FC1(CC=2N(CC1)N=C(C2C2=C1C(=NC=C2)NN=C1)C1=NC=C(C=C1)F)F 4-[5,5-difluoro-2-(5-fluoro-2-pyridinyl)-6,7-dihydro-4H-pyrazolo[1,5-a]pyridin-3-yl]-1H-pyrazolo[3,4-b]pyridine